OC1=C(C(=CC=2C=CC(OC21)=O)OS(=O)(=O)O)OC 8-Hydroxy-7-methoxy-6-(sulfooxy)-2H-1-benzopyran-2-one